CC1=CC=C(C=C1)C1=CC(=CC=C1)SC1=CN=C(S1)CNC(OC(C)(C)C)=O tert-butyl ((5-((4'-methyl-[1,1'-biphenyl]-3-yl)thio)thiazol-2-yl)methyl)carbamate